(3S)-3-(7-{[(2R)-2-ethyl-7-hydroxy-2,3-dihydropyrido[2,3-f][1,4]Oxazepin-4(5H)-yl]methyl}-1-benzothiophen-5-yl)-3-(7-methoxy-1,4-dimethyl-1H-benzotriazol-5-yl)propanoic acid C(C)[C@H]1OC2=C(CN(C1)CC1=CC(=CC=3C=CSC31)[C@H](CC(=O)O)C3=C(C1=C(N(N=N1)C)C(=C3)OC)C)N=C(C=C2)O